tert-butyl 3-(5-(6-bromo-3-cyanopyrazolo[1,5-a]pyridin-4-yl) pyridin-2-yl)-3,6-diazabicyclo[3.1.1]heptane-6-carboxylate BrC=1C=C(C=2N(C1)N=CC2C#N)C=2C=CC(=NC2)N2CC1N(C(C2)C1)C(=O)OC(C)(C)C